1-(tert-butyl) 2-methyl (2S,3S)-3-allyl-3-(3-hydroxypropyl)-4-((4-methoxybenzyl)oxy)pyrrolidine-1,2-dicarboxylate C(C=C)[C@]1([C@H](N(CC1OCC1=CC=C(C=C1)OC)C(=O)OC(C)(C)C)C(=O)OC)CCCO